FC=1C=C(C#N)C=CC1OCC1=NC(=CC=C1)COC1CCNCC1 3-fluoro-4-((6-((piperidin-4-yloxy)methyl)pyridin-2-yl)methoxy)benzonitrile